1,1-dioxo-3,5-dioxothiomorpholine O=S1(CC(NC(C1)=O)=O)=O